tert-butyl 5-(2-chloro-5-fluoropyrimidin-4-yl)-7-(methoxymethyl)-1,1-dimethyl-3-oxoisoindole-2-carboxylate ClC1=NC=C(C(=N1)C=1C=C2C(N(C(C2=C(C1)COC)(C)C)C(=O)OC(C)(C)C)=O)F